FC1=C(C(=CC=C1)F)C1NC2=CC=NN2C=2C=C(N=CC2N1)N1CCOCC1 4-[8-(2,6-difluorophenyl)-2,3,7,9,12-pentazatricyclo[8.4.0.02,6]tetradeca-1(10),3,5,11,13-pentaen-13-yl]morpholine